C(C)(C)(C)OC(=O)N1[C@@H](C[C@@H](C1)C1=C(C(=CC=C1OC)Cl)Cl)CNCCOC.IC=1C=NN(C1)C1=NC(=CC=C1)N1N=CC(=C1)I 2,6-di(4-iodo-1H-pyrazolyl)pyridine tert-butyl-(2S,4R)-4-(2,3-dichloro-6-methoxyphenyl)-2-[[(2-methoxyethyl)amino]methyl]pyrrolidine-1-carboxylate